C(C1=CC=CC=C1)OC1(N=NN=C1)C(=O)OCC Ethyl 4-Benzyloxy-1,2,3-triazolecarboxylate